1-(5-(3-(3,5-bis(trifluoromethyl)phenyl)-1H-1,2,4-triazol-1-yl)-1-methyl-1H-1,2,3-triazol-4-yl)ethan-1-one FC(C=1C=C(C=C(C1)C(F)(F)F)C1=NN(C=N1)C1=C(N=NN1C)C(C)=O)(F)F